1-(4-(6-((4-(6-(Benzo[b]thiophen-3-yl)imidazo[1,2-a]pyridin-3-yl)pyrimidin-2-yl)amino)pyridin-3-yl)piperazin-1-yl)ethan-1-one S1C2=C(C(=C1)C=1C=CC=3N(C1)C(=CN3)C3=NC(=NC=C3)NC3=CC=C(C=N3)N3CCN(CC3)C(C)=O)C=CC=C2